5-((R)-3-(((1-(2-(4-(4-chloro-1-(4-hydroxyphenyl)-2-phenylbut-1-en-1-yl)phenoxy)ethyl)piperidin-4-yl)methyl)amino)piperidin-1-yl)-2-(2,6-dioxopiperidin-3-yl)isoindoline-1,3-dione ClCCC(=C(C1=CC=C(C=C1)O)C1=CC=C(OCCN2CCC(CC2)CN[C@H]2CN(CCC2)C=2C=C3C(N(C(C3=CC2)=O)C2C(NC(CC2)=O)=O)=O)C=C1)C1=CC=CC=C1